OC1=CC=C(C=C1)S 4-hydroxybenzenethiol